1-[3-acetyl-6-[5-[(2-keto-1-methyl-4-piperidinyl)amino]benzimidazol-1-yl]-2-pyridinyl]-5-methyl-pyrazole-3-carbonitrile C(C)(=O)C=1C(=NC(=CC1)N1C=NC2=C1C=CC(=C2)NC2CC(N(CC2)C)=O)N2N=C(C=C2C)C#N